(R)-N-(1-(6,7-difluoro-4-oxo-3,4-dihydrophthalazin-1-yl)ethyl)-5-fluoro-N-methyl-6-(trifluoromethyl)nicotinamide FC=1C=C2C(NN=C(C2=CC1F)[C@@H](C)N(C(C1=CN=C(C(=C1)F)C(F)(F)F)=O)C)=O